4,4'-methylenedi(phenyl-di-methyl-urea) C(C1=CC=C(C=C1)N(C(=O)NC)C)C1=CC=C(C=C1)N(C(=O)NC)C